ClC1=C(C(=CC=C1)Cl)/C(/N1CC(C1)(C)F)=N\NS(=O)(=O)C1=CC=C(C=C1)C N-[(E)-[(2,6-dichlorophenyl)-(3-fluoro-3-methyl-azetidin-1-yl)methylene]amino]-4-methyl-benzenesulfonamide